N4-{4-[1-({3-[(tert-butyldimethylsilyl)oxy]-4-(1,3-dioxolan-2-yl)phenyl}methyl)indol-3-yl]pyrimidin-2-yl}-N1-[2-(dimethylamino)ethyl]-5-methoxy-N1-methylbenzene-1,2,4-triamine [Si](C)(C)(C(C)(C)C)OC=1C=C(C=CC1C1OCCO1)CN1C=C(C2=CC=CC=C12)C1=NC(=NC=C1)NC=1C=C(C(=CC1OC)N(C)CCN(C)C)N